[Si](C)(C)(C(C)(C)C)OCC1(CN(C=2N=C(N=CC21)S(=O)(=O)C)C2=CC=CC(=N2)N2C(OC[C@@H]2C)=O)C (4S)-3-(6-(5-(((tert-butyldimethylsilyl)oxy)methyl)-5-methyl-2-(methylsulfonyl)-5,6-dihydro-7H-pyrrolo[2,3-d]pyrimidin-7-yl)pyridin-2-yl)-4-methyloxazolidin-2-one